FC(S(=O)(=O)OC=1CCC(N(C1)CC1=CC=CC=C1)=O)(F)F (1-benzyl-2-oxo-3,4-dihydropyridin-5-yl) trifluoromethanesulfonate